(S)-6-(2,2-difluorocyclopropane-1-carboxamido)-4-((2,5-dimethyl-4,5-dihydro-2H-[1,2,3]triazolo[4,5-c]quinolin-6-yl)amino)-N-(methyl-d3)nicotinamide FC1([C@@H](C1)C(=O)NC1=NC=C(C(=O)NC([2H])([2H])[2H])C(=C1)NC1=CC=CC=2C=3C(CN(C12)C)=NN(N3)C)F